(S)-methyl 2-((((9H-fluoren-9-yl) methoxy) carbonyl) amino)-4-azidobutyrate C1=CC=CC=2C3=CC=CC=C3C(C12)COC(=O)N[C@H](C(=O)OC)CCN=[N+]=[N-]